C(C)(C)OC(C)(C)C=1N=C(SC1)NC(=O)C=1N(C=C(C1)C(=O)N(C)C)CC1=CC=NC=C1 N2-(4-(2-isopropoxypropan-2-yl)thiazol-2-yl)-N4,N4-dimethyl-1-(pyridin-4-ylmethyl)-1H-pyrrole-2,4-dicarboxamide